3-methyltridecanal CC(CC=O)CCCCCCCCCC